L-2-amino-azidobutanoic acid NC(C(=O)O)(CC)N=[N+]=[N-]